Toluene-acetonitrile CC1=CC=CC=C1CC#N